C(C1=CC=CC=C1)OC1=C(C=C(C=C1)Br)[N].[N] nitrogen [2-(benzyloxy)-5-bromophenyl]-nitrogen